tert-butyl 5-amino-5-oxo-2-(thieno[2,3-b]pyridin-5-yl)pentanoate NC(CCC(C(=O)OC(C)(C)C)C=1C=C2C(=NC1)SC=C2)=O